CN1C(=CC(=C1)NC(=O)C=1N(C=C(N1)NC(CCNC(=O)C=1N(C=C(C1)NC(=O)C=1N(C=CN1)C)C)=O)C)C(=O)NCCCC(=O)OC methyl 4-([1-methyl-4-[1-methyl-4-(3-[[1-methyl-4-(1-methylimidazole-2-amido)pyrrol-2-yl]formamido]propanamido)imidazole-2-amido]pyrrol-2-yl] formamido)butanoate